1,3-bis(methylcyclopentadienyl)benzene CC1(C=CC=C1)C1=CC(=CC=C1)C1(C=CC=C1)C